NC1=C2C(=NC=N1)N(N=C2C2=CC=C(C=C2)OC2=CC=CC=C2)[C@@H]2CC[C@H](CC2)N2CCN(CC2)C2CN(C2)C=2C=C1CN(CC1=CC2F)C2C(NC(CC2)=O)=O 5-(3-(trans-4-(4-(4-amino-3-(4-phenoxyphenyl)-1H-pyrazolo[3,4-d]pyrimidine-1-yl)cyclohexyl)piperazin-1-yl)azetidin-1-yl)-2-(2,6-dioxopiperidin-3-yl)-6-fluoroisoindoline